(R)-2-(1-methyl-5-(3-methylmorpholino)-3-(1H-pyrazol-3-yl)-1H-pyrazolo[4,3-b]pyridin-7-yl)propan-2-ol CN1N=C(C2=NC(=CC(=C21)C(C)(C)O)N2[C@@H](COCC2)C)C2=NNC=C2